[B].[Ti].[Cu].[Ag] silver-copper-titanium-boron